5-(methoxymethyloxy)-2-methyl-aniline COCOC=1C=CC(=C(N)C1)C